C(C)C=1N=C2N(C(C1C1=C(C=CC=C1)NC(C=C)=O)=O)C1=C(N2CC(NC2=CC=C(C=C2)C(F)(F)F)=O)CCCC1 N-(2-(2-ethyl-4-oxo-10-(2-oxo-2-((4-(trifluoromethyl)phenyl)amino)ethyl)-4,6,7,8,9,10-hexahydrobenzo[4,5]imidazo[1,2-a]pyrimidin-3-yl)phenyl)acrylamide